1-Methoxy-2,4-pentandion COCC(CC(C)=O)=O